NC=1C=C2C(=NC1)N(C=C2)CCO 2-(5-amino-1H-pyrrolo[2,3-b]pyridin-1-yl)ethan-1-ol